ClC1=CC=C(C(=N1)C(=O)OC)C Methyl 6-chloro-3-methylpicolinate